4-(((6-((6-fluoro-3,4-dihydroisoquinolin-2(1H)-yl)methyl)-4-oxo-4H-pyran-3-yl)oxy)methyl)-N,N-dimethylbenzamide FC=1C=C2CCN(CC2=CC1)CC1=CC(C(=CO1)OCC1=CC=C(C(=O)N(C)C)C=C1)=O